FC(C1=NC(=NO1)C=1C=C2CCC3(NC(OC3)=O)C2=CC1)F 5-(5-Difluoromethyl-1,2,4-oxadiazol-3-yl)-2,3-dihydrospiro[inden-1,4'-oxazolidin]-2'-on